O1CCN(CC1)C=1OC=C(N1)C(=O)N morpholinooxazole-4-carboxamide